N-((1R,2R)-2-aminocyclohexyl)-4-(3-methyl-1H-pyrrolo[2,3-b]pyridin-4-yl)-3,4-dihydro-2H-1,4-thiazine-6-carboxamide hydrochloride Cl.N[C@H]1[C@@H](CCCC1)NC(=O)C1=CN(CCS1)C1=C2C(=NC=C1)NC=C2C